C(C)OC(\C(\C)=N/NC1=C2C(=CC(=NC2=C(C(=C1)OC)OC)C(=O)OCCC)C(=O)OCCC)=O dipropyl (Z)-5-(2-(1-ethoxy-1-oxoprop-2-ylidene) hydrazino)-7,8-dimethoxyquinoline-2,4-dicarboxylate